5-(2-formyl-5-(trifluoromethyl)phenyl)-2,5-diazabicyclo[2.2.1]Heptane-2-carboxylic acid tert-butyl ester C(C)(C)(C)OC(=O)N1C2CN(C(C1)C2)C2=C(C=CC(=C2)C(F)(F)F)C=O